NC1=NC(=NC(=N1)Cl)NCCCO 3-[(4-amino-6-chloro-1,3,5-triazin-2-yl)amino]propan-1-ol